amino-2-(3,5-dichloro-4-((2'-oxospiro[bicyclo[2.1.0]pentane-2,3'-indolin]-5'-yl)oxy)phenyl)-1,2,4-triazine-3,5(2H,4H)-dione NN1C(N(N=CC1=O)C1=CC(=C(C(=C1)Cl)OC=1C=C2C3(C(NC2=CC1)=O)C1CC1C3)Cl)=O